ClC1=C(C=CC(=C1)C(F)(F)F)C(C)=O 1-(2-chloro-4-(trifluoromethyl)phenyl)ethan-1-one